Cl.C1(CCCC1)C1C[C@H](NC1)C(=O)OCC1=CC=CC=C1 benzyl (2S)-4-cyclopentylpyrrolidine-2-carboxylate hydrochloride